BrC1=C(NC2=NC(=CC=C21)C)C(=O)OCC ethyl 3-bromo-6-methyl-1H-pyrrolo[2,3-b]pyridine-2-carboxylate